FC=1C=CC=2N(C3=CC=C(C=C3C2C1)F)CC(CN1C(C(CCC1)C)=O)O 1-(3-(3,6-difluoro-9H-carbazol-9-yl)-2-hydroxypropyl)-3-methylpiperidin-2-one